CC=1C=C(C(=NC1)C1CC(=NO1)[C@H]1C[C@H](CC1)NS(=O)(=O)C)C1=C(C=C(C=C1F)F)F N-[(1S,3R)-3-{5-[5-methyl-3-(2,4,6-trifluorophenyl)pyridin-2-yl]-4,5-dihydro-1,2-oxazol-3-yl}cyclopentyl]methanesulfonamide